alpha-methyl-alpha-(2-pyridyl-(pyridyl)-dithio)-toluene CC(C1=CC=CC=C1)SS(C1=NC=CC=C1)C1=NC=CC=C1